2-(4-(4-amino-5-(4-phenoxyphenyl)-7H-pyrrolo[2,3-d]pyrimidin-7-yl)cyclohexyl)-4-methylmorpholin-3-one NC=1C2=C(N=CN1)N(C=C2C2=CC=C(C=C2)OC2=CC=CC=C2)C2CCC(CC2)C2C(N(CCO2)C)=O